C(C=C)C=C[Si](OC)(OC)OC Allylvinyltrimethoxysilan